C(#N)C1(CC1)CCOC1=NN=C(S1)C1=NC=CC(=C1C1=C(C=CC=C1)OC)C(=O)N (5-(2-(1-cyanocyclopropyl)ethoxy)-1,3,4-thiadiazol-2-yl)-3-(2-methoxyphenyl)pyridine-4-carboxamide